FC(C(=O)OCCNCCOC(C(C(F)(F)F)(F)F)=O)(C(F)(F)F)F N,N-bis(pentafluoropropionoxyethyl)amine